ClC=1C=CC(=C(C1)NC1=CC(=NC=C1C(=O)NOCC)NC1=NC(=NC(=C1)C)C)N(S(=O)(=O)C)C 4-((5-chloro-2-(N-methylmethylsulfonamido)phenyl)amino)-6-((2,6-dimethylpyrimidin-4-yl)amino)-N-ethoxynicotinamide